(R) and (S)-N-(6-chloropyridin-3-yl)-6-(1-methoxypropyl)isoquinolin-1-amine ClC1=CC=C(C=N1)NC1=NC=CC2=CC(=CC=C12)[C@@H](CC)OC |r|